1-(4-cyclobutyl-5-(4-fluorophenyl)-1-methyl-1H-pyrazol-3-yl)-3-(2,2,2-trifluoroethyl)urea C1(CCC1)C=1C(=NN(C1C1=CC=C(C=C1)F)C)NC(=O)NCC(F)(F)F